N-[1-[(2,4-dichlorophenyl)methyl]indazol-3-yl]-2-fluoro-benzamide ClC1=C(C=CC(=C1)Cl)CN1N=C(C2=CC=CC=C12)NC(C1=C(C=CC=C1)F)=O